(R)-2,2-dimethyl-3-(4-methyl-3-(((S)-4-methyl-1,1-dioxido-4,5-dihydropyrido[2,3-f][1,2]thiazepin-2(3H)-yl)methyl)phenyl)-3-((1-propyl-1H-1,2,3-triazol-4-yl)methoxy)propanoic acid CC(C(=O)O)([C@H](OCC=1N=NN(C1)CCC)C1=CC(=C(C=C1)C)CN1S(C2=C(C[C@@H](C1)C)N=CC=C2)(=O)=O)C